4-(((3R,4R)-1-(2-cyanoacetyl)-4-methylpiperidin-3-yl)(methyl)amino)-N-methyl-7H-pyrrolo[2,3-d]pyrimidine-7-carboxamide C(#N)CC(=O)N1C[C@@H]([C@@H](CC1)C)N(C=1C2=C(N=CN1)N(C=C2)C(=O)NC)C